ClC=1C=C(CNC(C(C)(C2=CC=NC=C2)C)=O)C=C(C1C1C(NC(CC1)=O)=O)C N-(3-chloro-4-(2,6-dioxopiperidin-3-yl)-5-methylbenzyl)-2-methyl-2-(pyridin-4-yl)propanamide